CC1(CCCC=2CCC(CC12)C=O)C 8,8-dimethyl-1,2,3,4,5,6,7,8-octahydro-2-naphthaldehyde